4-(2-methoxyphenyl)-6-methyl-N-(5-((4-(trifluoromethyl)phenoxy)methyl)-1,3,4-thiadiazol-2-yl)nicotinamide tert-butyl-6-(4-chloropyridin-3-yl)-2,6-diazaspiro[3.4]octane-2-carboxylate C(C)(C)(C)OC(=O)N1CC2(C1)CN(CC2)C=2C=NC=CC2Cl.COC2=C(C=CC=C2)C2=CC(=NC=C2C(=O)NC=2SC(=NN2)COC2=CC=C(C=C2)C(F)(F)F)C